C1(=CC=CC2=CC=CC=C12)C1=C(C(=C(C(=C1O)C1=CC=CC2=CC=CC=C12)C1=CC=CC2=CC=CC=C12)C1=CC=CC2=CC=CC=C12)C1=CC=CC2=CC=CC=C12 penta(naphthyl)phenol